tert-butyl (3R,4S)-3-((8-fluoro-7-(3-hydroxynaphthalen-1-yl)-2-((tetrahydro-1H-Pyrrolizin-7a(5H)-yl)methoxy)pyrido[4,3-d]pyrimidin-4-yl)amino)-4-methylpyrrolidine-1-carboxylate FC1=C(N=CC2=C1N=C(N=C2N[C@H]2CN(C[C@@H]2C)C(=O)OC(C)(C)C)OCC21CCCN1CCC2)C2=CC(=CC1=CC=CC=C21)O